[C@@H]1([C@@H](CCCC1)CO)CO (R)-trans-1,2-cyclohexanedimethanol